carbamate monohydrate O.C(N)(O)=O